COC(C1=NC=CC=C1C1=NC(=NC=C1Cl)Cl)=O (2,5-dichloropyrimidin-4-yl)picolinic acid methyl ester